C1CCCCCOS1(=O)=O 6-hexanesultone